BrC1=CC2=C([C@@H](CO2)NC)C=C1 (S)-6-bromo-N-methyl-2,3-dihydro-benzofuran-3-amine